(S)-5-(4'-(benzo[d]thiazol-2-yl)-1',4',5',6'-tetrahydrospiro[cyclopropane-1,7'-imidazo[4,5-c]pyridin]-5'-ylcarbonyl)oxazole-4-carbonitrile S1C(=NC2=C1C=CC=C2)[C@H]2N(CC1(C3=C2N=CN3)CC1)C(=O)C1=C(N=CO1)C#N